C/C(=N\\OC)/C(=N\\OC)/C(=N/OCC1=CC=CC=C1/C(=N\\OC)/C(=O)NC)/C The molecule is a monocarboxylic acid amide obtained by formal condensation of the carboxy group of (2E)-(methoxyimino){2-[(3E,5E,6E)-5-(methoxyimino)-4,6-dimethyl-2,8-dioxa-3,7-diazanona-3,6-dien-1-yl]phenyl}acetic acid with the amino group of methylamine. A rice fungicide that is highly effective against Magnaporthe oryzae, Pyricularia oryzae, Thanatephorus cucumeris and Rhizoctonia solani. It has a role as a mitochondrial cytochrome-bc1 complex inhibitor and an antifungal agrochemical. It is an oxime O-ether, a monocarboxylic acid amide, an amide fungicide and a methoxyiminoacetamide strobilurin antifungal agent.